4-Cyclohexylamin C1CCC(CC1)N